NC1=NC=C(C=C1C=1C(=C2CCNC(C2=C(C1)F)=O)F)C1=CC=C(C=C1)N1CCN(CC1)C 6-(2-amino-5-(4-(4-methylpiperazin-1-yl)phenyl)pyridin-3-yl)-5,8-difluoro-3,4-dihydroisoquinolin-1(2H)-one